NCCN1C=NC(C1)=O 1-(2-aminoethyl)imidazolinone